ClC1=C(C(=CC=C1)Cl)C1=CC=2N(N=C1OC1CCOCC1)C=NC(C2)=O (2,6-dichlorophenyl)-2-((tetrahydro-2H-pyran-4-yl)oxy)-6H-pyrimido[1,6-b]pyridazin-6-one